COC(=O)C1C2C3C4C=CC(C3C(C1C(=O)OC)C2)C4 8,9-di(methoxycarbonyl)tetracyclo[4.4.0.12,5.17,10]dodec-3-ene